NC1=NC=2C=CC(=CC2C2=C1[C@H](OC2)C)C(=O)N(CC2=NC=C(C=C2)C#N)[C@@H]2[C@@H](CCC2)C#N (3R)-4-amino-N-((1S,2R)-2-cyanocyclopentyl)-N-((5-cyano-2-pyridinyl)methyl)-3-methyl-1,3-dihydrofuro[3,4-c]quinoline-8-carboxamide